5-(2,2-dihydroxyacetyl)-8-methoxyquinolin-2(1H)-one OC(C(=O)C1=C2C=CC(NC2=C(C=C1)OC)=O)O